[2-(4-tert-butylphenyl)cyclopropyl] (2S)-2-[(3-hydroxy-4-methoxy-pyridine-2-carbonyl)amino]propanoate OC=1C(=NC=CC1OC)C(=O)N[C@H](C(=O)OC1C(C1)C1=CC=C(C=C1)C(C)(C)C)C